NCCCC[C@@H](C(COC1=C(C=CC=C1F)F)=O)NC(=O)C1CCCC1 (S)-N-(7-amino-1-(2,6-difluorophenoxy)-2-oxohept-3-yl)cyclopentanecarboxamide